4-(isopropylamino)-2-(thiazol-5-yl)thieno[2,3-b]pyridine-5-carboxamide C(C)(C)NC1=C2C(=NC=C1C(=O)N)SC(=C2)C2=CN=CS2